(E)-4-oxo-4-phenylbut-2-en-2-yl (((9H-fluoren-9-yl)methoxy)carbonyl)-L-alaninate C1=CC=CC=2C3=CC=CC=C3C(C12)COC(=O)N[C@@H](C)C(=O)O\C(\C)=C\C(C1=CC=CC=C1)=O